ClCC1=NC2=C(CC=N2)N1N1CCC(CC1)(CSC)C 2-chloromethyl-1-(4-methyl-4-((methylthio)methyl)piperidin-1-yl)-1,6-dihydroimidazo[4,5-d]pyrrole